(R,E)-N-benzylidene-2-methylpropane-2-sulfinamide C(/C1=CC=CC=C1)=N\[S@](=O)C(C)(C)C